COC1=CC=C(C2=C1NC(=N2)NC(=O)C=2N=NC(=CC2)N2CCOCC2)C2CCOCC2 N-[7-methoxy-4-(oxan-4-yl)-1H-1,3-benzodiazol-2-yl]-6-(morpholin-4-yl)pyridazine-3-carboxamide